ClC1=NC(=C(C(=N1)N1CCOCC1)OC)Cl 4-(2,6-dichloro-5-methoxy-pyrimidin-4-yl)morpholine